N6-(1-pyrenylmethyl)adenosine C1(=CC=C2C=CC3=CC=CC4=CC=C1C2=C34)CNC=3C=4N=CN([C@H]2[C@H](O)[C@H](O)[C@@H](CO)O2)C4N=CN3